C(C)(C)(C)S tertiary-butyl mercaptan